OC([C@H](N)C(=O)O)CC BETA-HYDROXYNORVALINE